Methylphosphonium phosphate P(=O)([O-])([O-])[O-].C[PH3+].C[PH3+].C[PH3+]